CC1=NC2=CC=C(C=C2C(=C1)C=1C=NC=NC1)C(=O)O 2-methyl-4-(pyrimidin-5-yl)quinoline-6-carboxylic acid